NC1=C2C(=NC=N1)N(N=C2C#CC=2C(=C(C=CC2F)NC(=O)N2OCC[C@@H]2C2=CC=CC=C2)F)CC (R)-N-(3-((4-amino-1-ethyl-1H-pyrazolo[3,4-d]pyrimidin-3-yl)ethynyl)-2,4-difluorophenyl)-3-phenylisoxazolidin-2-carboxamide